BrC1=CC=CC2=C1OC(C=1C2=NNC1)C 6-bromo-4-methyl-2,4-dihydro-chromeno[4,3-c]Pyrazole